COC1=C(C=C(C=N1)C1=CC=2C3=C(C=NC2C=C1)N(C(C31CC1)=O)C)CS(=O)(=O)C=1C=NC(=CC1)C 8'-(6-Methoxy-5-(((6-methylpyridin-3-yl)sulfonyl)methyl)pyridin-3-yl)-3'-methylspiro[cyclopropane-1,1'-pyrrolo[2,3-c]quinolin]-2'(3'H)-one